N(N)C(=O)OCC1C2=CC=CC=C2C=2C=CC=CC12 9-fluorenylmethyl hydrazinoformate